C(C)C1=C(C=CC(=C1)B(O)O)C1=C(C=C(C=C1)C1CCC(CC1)CCCCC)F (2-ethyl-2'-fluoro-4'-(4-pentylcyclohexyl)-[1,1'-biphenyl]-4-yl)boronic acid